ClCCCCON1C(CCC2=CC=CC=C12)=O (4-chlorobutoxy)-1,2,3,4-tetrahydroquinolin-2-one